OC1C(CCCC1)CCC(=O)O 3-(2-hydroxycyclohexyl)propionic acid